ClC1=NC=C(N=C1)SC1=C(C(=CC=C1)N1N=CC=C1)Cl 2-chloro-5-((2-chloro-3-(1H-pyrazol-1-yl)phenyl)thio)pyrazine